C(=O)(O)CN(CCNC(C(=O)O)CCC(=O)O)CCN(CC)CC(=O)O 2-(4,7-bis(carboxymethyl)-1,4,7-triazanonan-1-yl)glutaric acid